O.P(=O)(O)(O)O phosphate hydrate